COCC1=C(C=CC=C1)C1=CC=CC=C1 2-(methoxymethyl)-1,1'-biphenyl